(S)-7-methyl-6,7-dihydro-5H-cyclopenta[c]pyridine-4,7-diamine C[C@@]1(CCC2=C1C=NC=C2N)N